methyl 5-(4-((3-chlorophenyl)amino)quinazolin-6-yl)nicotinate ClC=1C=C(C=CC1)NC1=NC=NC2=CC=C(C=C12)C=1C=NC=C(C(=O)OC)C1